ethyl 5-(4-carbamoyl-[1,1-biphenyl]-4-yl)-2-((2-(trimethylsilyl)ethoxy)methyl)-2H-1,2,3-triazole-4-carboxylate C(N)(=O)C1(CC=C(C=C1)C1=CC=CC=C1)C=1C(=NN(N1)COCC[Si](C)(C)C)C(=O)OCC